N-(1-methyl-1H-pyrrolo[2,3-b]pyridine-4-carbonyl)-O-(3-(2-(5,6,7,8-tetrahydro-1,8-naphthyridin-2-yl)ethyl)cyclobutyl)homoserine CN1C=CC2=C1N=CC=C2C(=O)N[C@@H](CCOC2CC(C2)CCC2=NC=1NCCCC1C=C2)C(=O)O